ClC=1C=C(C=CC1)C1(CCC1)CNC1=NN(C=C1)CC(=O)NC 2-(3-(((1-(3-chlorophenyl)cyclobutyl)methyl)amino)-1H-pyrazol-1-yl)-N-methylacetamide